(R)-N-((R)-1-(2-(2-methoxyphenyl)-3,6-dimethyl-4-oxo-3,4-dihydroquinazolin-8-yl)ethyl)-2-methylpropane-2-sulfinamide COC1=C(C=CC=C1)C1=NC2=C(C=C(C=C2C(N1C)=O)C)[C@@H](C)N[S@](=O)C(C)(C)C